BrC1=CC(=CC(=C1)C(F)F)C(F)F 1-bromo-3,5-bis(difluoromethyl)benzene